C(#C)C1(C(N(C(C1([2H])[2H])([2H])[2H])C)=O)O 3-ethynyl-3-hydroxy-1-methylpyrrolidin-2-one-4,4,5,5-d4